4-isobutyl-2-(4-((1-methyl-1H-indazol-3-yl)methyl)piperazin-1-yl)benzonitrile C(C(C)C)C1=CC(=C(C#N)C=C1)N1CCN(CC1)CC1=NN(C2=CC=CC=C12)C